2-(4-acetylphenyl)-7,7-dimethyl-10-(2-(piperidin-1-yl)ethoxy)-5,12b-dihydro-1H,7H-chromeno[4,3-c][1,2,4]triazolo[1,2-a]pyridazine-1,3(2H)-dione hydrochloride Cl.C(C)(=O)C1=CC=C(C=C1)N1C(N2N(CC=C3C2C=2C=CC(=CC2OC3(C)C)OCCN3CCCCC3)C1=O)=O